C(#N)C=1C(=NC(=CC1C(F)(F)F)C)N1[C@@H]([C@@H](CC1)NC)C(=O)N(C=1C=C(C=CC1)C)C (2S,3R)-1-[3-cyano-6-methyl-4-(trifluoromethyl)-2-pyridyl]-N-methyl-3-(methylamino)-N-(m-tolyl)pyrrolidine-2-carboxamide